C(C)(C)(C)N(C(O)=O)C1=CNC2=CC(=CC=C12)Cl.Cl.ClC1=CC=C2C(=CNC2=C1)N 6-chloro-1H-indol-3-amine hydrogen chloride tert-Butyl-(6-chloro-1H-indol-3-yl)carbamate